O=C1C[C@@H](CN1CC1CCNCC1)CN1CCN(CC1)C(=O)OCC1=CC=CC=C1 benzyl 4-[[(3R)-5-oxo-1-(4-piperidylmethyl)pyrrolidin-3-yl]methyl]piperazine-1-carboxylate